N1C=NC2=CC3=C(CCN(CC3)C(=O)[O-])C=C21 5,6,8,9-tetrahydroimidazo[4',5':4,5]benzo[1,2-d]azepin-7(1H)-carboxylate